triselenocarbonate C([Se-])([Se-])=[Se]